C(C)(=O)NCC(=O)N1C(CCC1)C(=O)NC(C1=CC=C(C=C1)C(C)C)C1=CC=CC=C1 1-(2-acetamidoacetyl)-N-{phenyl-[4-(prop-2-yl)phenyl]methyl}pyrrolidine-2-carboxamide